COC1=C(C=C(C=C1)OC)[C@@H]1N(CCCCC1)C1=NC(=NC(=C1)C)N |r| (+/-)-4-(2-(2,5-dimethoxyphenyl)azepan-1-yl)-6-methylpyrimidin-2-amine